C(C1=CC=CC=C1)SC1(N=NNN1)CC#N 5-Benzylthio-1H-tetrazole-Acetonitrile